tert-Butyl 2-((((9H-fluoren-9-yl)methoxy) carbonyl)(methyl)amino)-3-(3-chloro-4-(trifluoromethyl)phenyl)propanoate C1=CC=CC=2C3=CC=CC=C3C(C12)COC(=O)N(C(C(=O)OC(C)(C)C)CC1=CC(=C(C=C1)C(F)(F)F)Cl)C